FC1(CN(C1)C1=CC(=C2C(C(=CN(C2=N1)C=1SC=CN1)C(=O)O)=O)C)F 7-(3,3-difluoroazetidin-1-yl)-5-methyl-4-oxo-1-(1,3-thiazol-2-yl)-1,4-dihydro-1,8-naphthyridine-3-carboxylic acid